OC1(C(NC2=CC=C(C=C12)C)=O)C1=NC=CC=C1 3-hydroxy-5-methyl-3-(pyridin-2-yl)indol-2-one